C(C)(C)(C)OC(NC(CC=1C(=NC(=C(C1)OCCCC)OC)Br)C(C)C)=O (1-(2-bromo-6-methoxy-5-(3-methylpropyloxy)pyridin-3-yl)-3-methylbutan-2-yl)carbamic acid tert-butyl ester